4-[[3-[4-(difluoromethoxy)phenyl]imidazo[1,2-a]pyrazin-8-yl]amino]-N-(1-hydroxy-3-morpholin-4-ylpropan-2-yl)-2-methylbenzamide FC(OC1=CC=C(C=C1)C1=CN=C2N1C=CN=C2NC2=CC(=C(C(=O)NC(CO)CN1CCOCC1)C=C2)C)F